4(S)-(4-hydroxyphenyl)-3(R)-(3(S)-hydroxy-3-phenylpropyl)-1-(4-methoxyphenyl)-2-azetidinone OC1=CC=C(C=C1)[C@@H]1[C@H](C(N1C1=CC=C(C=C1)OC)=O)CC[C@@H](C1=CC=CC=C1)O